thionane S1CCCCCCCC1